N-(3-Fluoro-4-((3-((3-hydroxy-2,3-dimethylbutan-2-yl)amino)-1H-pyrazolo[3,4-b]pyridin-4-yl)oxy)phenyl)-2-(4-fluorophenyl)-3-oxo-2,3-dihydropyridazin-4-carboxamid FC=1C=C(C=CC1OC1=C2C(=NC=C1)NN=C2NC(C)(C(C)(C)O)C)NC(=O)C=2C(N(N=CC2)C2=CC=C(C=C2)F)=O